N1(CCC1)C(=O)N1[C@H]([C@H](CC1)NS(=O)(=O)C)CC=1C=CC2=C(C(=CO2)C(C)C)C1 N-[cis-1-(azetidine-1-carbonyl)-2-{[3-(propan-2-yl)-1-benzofuran-5-yl]methyl}pyrrolidin-3-yl]methanesulfonamide